O1C(CCCC1)OCC12CCC(CC1)(CC2)C(=O)O 4-(((tetrahydro-2H-pyran-2-yl)oxy)methyl)bicyclo[2.2.2]octane-1-carboxylic acid